C(C)O/C=C/C(=O)NC1=CC=C(C=C1)C (E)-3-ethoxy-N-(p-tolyl)prop-2-enamide